dibutyloxide C(CCC)OCCCC